[N-](S(=O)(=O)C(F)(F)F)S(=O)(=O)C(F)(F)F.C(C=C)N1C=[N+](C=C1)CCCC 1-allyl-3-butylimidazolium bis(trifluoromethanesulfonyl)imide